ethylbis(2,6-di-t-butylphenoxy)aluminum C(C)[Al](OC1=C(C=CC=C1C(C)(C)C)C(C)(C)C)OC1=C(C=CC=C1C(C)(C)C)C(C)(C)C